NCCN1CC(C1)OC1=CC=C(C(=C1C(=O)O)O)[C@@]1(C)CB1 6-{[1-(2-aminoethyl)azetidin-3-yl]oxy}-3-[(1R,2S)-2-boranopropyl]-2-hydroxybenzoic acid